6-fluoro-3-({2-fluoro-3-[(methylsulfamoyl)amino]phenyl}methyl)-2-oxo-2,3-dihydrospiro[1,3-benzoxazine-4,3'-oxetan]-7-yl N,N-dimethylcarbamate CN(C(OC1=CC2=C(C=C1F)C1(COC1)N(C(O2)=O)CC2=C(C(=CC=C2)NS(NC)(=O)=O)F)=O)C